4-chloro-2-oxo-1-phenyl-7-trifluoromethyl-1,2-dihydroquinoline ClC1=CC(N(C2=CC(=CC=C12)C(F)(F)F)C1=CC=CC=C1)=O